1-(4-aminobenzyl)-3-methylpyrrolidin-2-one NC1=CC=C(CN2C(C(CC2)C)=O)C=C1